CC(C[C@@H](C)O)C (2R)-4-Methyl-2-pentanol